6-[1-(2,2-difluoroethyl)-1H-pyrazolo[3,4-b]pyrazin-6-yl]-2-(4-methoxybenzoyl)-2,6-diazaspiro[3.4]octane FC(CN1N=CC=2C1=NC(=CN2)N2CC1(CN(C1)C(C1=CC=C(C=C1)OC)=O)CC2)F